NC=1C(C=2C=CC=NC2C(C1Br)=O)=O 6-amino-7-bromo-5,8-quinolindione